OCC([C@@H](C[C@@H]1C(NCC1)=O)NC(=O)[C@H]1N(C[C@@H]2[C@H]1CCC2)C(=O)C=2NC1=CC=CC(=C1C2)OC)=O (1S,3aS,6aR)-N-((R)-4-hydroxy-3-oxo-1-((R)-2-oxopyrrolidin-3-yl)butan-2-yl)-2-(4-methoxy-1H-indole-2-carbonyl)octahydrocyclopenta[c]pyrrole-1-carboxamide